[Mg].[Si].[Fe] Iron-Silicon-Magnesium